tert-Butyl (R)-3-(1-(2-(diisopropylcarbamoyl)-4-fluorophenyl)-1H-pyrrolo[2,3-c]pyridine-3-carbonyl)pyrrolidine-1-carboxylate C(C)(C)N(C(=O)C1=C(C=CC(=C1)F)N1C=C(C=2C1=CN=CC2)C(=O)[C@H]2CN(CC2)C(=O)OC(C)(C)C)C(C)C